OC1CN(CC(CC1)O)C(=O)OC(C)(C)C tert-butyl 3,6-dihydroxyazepane-1-carboxylate